N-[2-[tert-butyl(dimethyl)silyl]oxyethyl]-1-(hydroxymethyl)-N-[(4-methoxyphenyl)methyl]cyclopropanesulfonamide [Si](C)(C)(C(C)(C)C)OCCN(S(=O)(=O)C1(CC1)CO)CC1=CC=C(C=C1)OC